3-(2-(dimethylamino)ethoxy)-N-phenyl-9H-carbazole-2-carboxamide CN(CCOC=1C(=CC=2NC3=CC=CC=C3C2C1)C(=O)NC1=CC=CC=C1)C